FC1=C(C(=C(C=C1)S(=O)(=O)N)F)F trifluorobenzenesulfonamide